3-(triazol-1-yl)piperidine N1(N=NC=C1)C1CNCCC1